CC1(C2(C(C(CC1)C2)(C)C)S(=O)(=O)CCO)C 2-(methyl-piNsulfonyl)ethanol